ClC=1C(=CC=C2CN(C(C12)=O)C1C(NC(CC1)=O)=O)C1CC1 3-(7-chloro-6-cyclopropyl-1-oxoisoindolin-2-yl)piperidine-2,6-dione